(5-((9-(3,3-Dimethylbutyl)-2,9-diazaspiro[5.5]undecan-2-yl)sulfonyl)pyridin-2-yl)morpholin-3-one CC(CCN1CCC2(CCCN(C2)S(=O)(=O)C=2C=CC(=NC2)N2C(COCC2)=O)CC1)(C)C